BrC1=CN=C2N1COC1=C2C=NC=C1 3-Bromo-5H-imidazo[1,2-c]pyrido[3,4-e][1,3]oxazine